4,7-DIFLUORO-N-(4-(1-(2-HYDROXY-2-METHYLPROPANOYL)-1,2,3,6-TETRAHYDROPYRIDIN-4-YL)PHENYL)ISOINDOLINE-2-CARBOXAMIDE FC1=C2CN(CC2=C(C=C1)F)C(=O)NC1=CC=C(C=C1)C=1CCN(CC1)C(C(C)(C)O)=O